COC1=CC2=C(N=C(S2)CNC(=O)C2(CC3=CC=CC=C3C2)CC(=O)[O-])C=C1OCCOCC[N+](C)(C)C 2-[2-[[6-methoxy-5-[2-[2-(trimethylammonio)ethoxy]ethoxy]-1,3-benzothiazol-2-yl]methylcarbamoyl]indan-2-yl]acetate